Methyl 3-(aminomethyl)-5-(2-((2,3-dihydro-1H-inden-2-yl)amino)pyrimidin-5-yl)benzoate NCC=1C=C(C(=O)OC)C=C(C1)C=1C=NC(=NC1)NC1CC2=CC=CC=C2C1